2-(2,3-bis(2-Mercaptoethylthio)propylthio)ethanethiol SCCSC(CSCCS)CSCCS